(oct-5-en-2-yl)-3-vinylcyclopent-2-en-1-one CC(CCC=CCC)C=1C(CCC1C=C)=O